[Cl-].C(C=C)(=O)OCC[NH+](C1=CC=CC=C1)C1=CC=CC=C1 acryloyloxyethyl-diphenylammonium chloride